6-methoxy-2-(5-methylfuran-2-yl)-N-(1-methylpiperidin-4-yl)-7-(3-pyrrolidin-1-ylpropoxy)quinolin-4-amine COC=1C=C2C(=CC(=NC2=CC1OCCCN1CCCC1)C=1OC(=CC1)C)NC1CCN(CC1)C